NC1=C(C=C(C=C1)[C@@H]([C@H](C(=O)N1CCC(CC1)=C(F)F)NC(CC)=O)C)F N-[(2R,3S)-3-(4-amino-3-fluorophenyl)-1-[4-(difluoromethylidene)piperidin-1-yl]-1-oxobutan-2-yl]propanamide